1-[(S)-2-Amino-3-methylbutyroxy]-2-methylpropyl (S)-2-[(o-ethoxyphenoxy)methyl]-4-morpholinecarboxylate hydrochloride Cl.C(C)OC1=C(OC[C@@H]2CN(CCO2)C(=O)OC(C(C)C)OC([C@H](C(C)C)N)=O)C=CC=C1